3-[1-(3,3-difluoropiperidin-4-yl)indol-3-yl]-4-(1-methylindol-3-yl)-1H-pyrrole-2,5-dione FC1(CNCCC1N1C=C(C2=CC=CC=C12)C=1C(NC(C1C1=CN(C2=CC=CC=C12)C)=O)=O)F